(E)-4-(4-(2-(benzo[c][1,2,5]oxadiazol-5-yl)vinyl)benzamido)-N-(5-((3-imino-3-morpholinopropyl)carbamoyl)-1-methyl-1H-pyrrol-3-yl)-1-methyl-1H-pyrrole-2-carboxamide N=1ON=C2C1C=CC(=C2)C=CC2=CC=C(C(=O)NC=1C=C(N(C1)C)C(=O)NC1=CN(C(=C1)C(NCC\C(\N1CCOCC1)=N/[H])=O)C)C=C2